OC=1C=C(CN2C=NC(=C2CC(C)=O)C2=CC=CC=C2)C=CC1 1-[3-(3-hydroxybenzyl)-5-phenyl-3H-imidazol-4-yl]-propan-2-one